[N+](=O)([O-])C=1C(=CC2=C(CCO2)C1)C(F)(F)F 5-nitro-6-trifluoromethyl-2,3-dihydro-benzofuran